OC1=CC=2N(C3=C(C=C(C=C3NC2C=C1)O)C)C 2,7-dihydroxy-9,10-dimethylphenazine